N1CCC2(CC1)OC1=CC=CC=C1CC2 3,4-dihydrospiro(chromene-2,4-piperidine)